BrC1=C(C(=O)N(C)C)C=CC(=C1)F 2-bromo-4-fluoro-N,N-dimethylbenzamide